BrC1=CC=2C(C=3C=C(C=C4C3N3C2C(=C1)C(C1=C3C(C4(C)C)=CC(=C1)Br)(C)C)Br)(C)C 2,6,10-Tribromo-4,4,8,8,12,12-hexamethyl-8,12-dihydro-4H-benzo[9,1]quinolizino[3,4,5,6,7-defg]acridine